OC(=O)C(F)(F)F.C(CCC)N1C(C2=CN=CC=C2C(=C1)C1=CC(=C(C(=C1)OC)OCC1CCNCC1)OC)=O 2-butyl-4-(3,5-dimethoxy-4-(piperidin-4-ylmethoxy)phenyl)-2,7-naphthyridin-1(2H)-one TFA salt